FC=1C=C(C=CC1C(F)(F)F)NC(=O)NC1CCN(CC1)C([C@H](CC)C)=O (S)-1-(3-fluoro-4-(trifluoromethyl)phenyl)-3-(1-(2-methylbutanoyl)piperidin-4-yl)urea